ClC=1C=C(NC2(CCC3(C(CC4=CC(=CC=C34)F)C[C@H](COC3=CC=NC=4[C@@H](CC[C@H](C34)C)O)C)CC2)C(=O)O)C=CC1 4-(3-Chloroanilino)-5'-fluoro-2'-[(2R)-3-{[(5R,8R)-8-hydroxy-5-methyl-5,6,7,8-tetrahydroquinolin-4-yl]oxy}-2-methylpropyl]-2',3'-dihydrospiro[cyclohexane-1,1'-indene]-4-carboxylic acid